FC1(C(CC1)C1=CC=C(C=C1)N1N=C2CCNCC3C2=C1CCN3C(=O)OC(C)(C)C)F tert-butyl 2-(4-(2,2-difluorocyclobutyl) phenyl)-2,3,4,5a,6,7,8,9-octahydro-5H-1,2,5,7-tetraazabenzo[cd]azulene-5-carboxylate